2-CHLORO-6-FORMYLBENZONITRILE ClC1=C(C#N)C(=CC=C1)C=O